C(C)(C)(C)OC(=O)N1CCN(CC1)CCCC(C(C)C)N1CC(C1)C=1C=C(C=2N(C1)C(=NC2)C)Cl 4-[4-(3-{8-chloro-3-methylimidazo[1,5-a]pyridin-6-yl}azetidin-1-yl)-5-methylhexyl]piperazine-1-carboxylic acid tert-butyl ester